3-(1,1-difluoroethyl)-4-methyl-1-((2-methylbicyclo[2.2.0]hexan-2-yl)methyl)-N-(2-sulfamoylpyridin-4-yl)-1H-pyrazole-5-carboxamide FC(C)(F)C1=NN(C(=C1C)C(=O)NC1=CC(=NC=C1)S(N)(=O)=O)CC1(C2CCC2C1)C